1-[(3-methyl-2-nitroimidazol-4-yl)methyl]-3-(1-methylindol-3-yl)-4-{1-[1-(pyridin-2-ylmethyl)piperidin-4-yl]indol-3-yl}pyrrole-2,5-dione CN1C(=NC=C1CN1C(C(=C(C1=O)C1=CN(C2=CC=CC=C12)C1CCN(CC1)CC1=NC=CC=C1)C1=CN(C2=CC=CC=C12)C)=O)[N+](=O)[O-]